(2S)-(8-acetyl-6-fluoro-2,3-dihydrobenzo[b][1,4]dioxin-2-yl)methanesulfonic acid C(C)(=O)C1=CC(=CC2=C1O[C@@H](CO2)CS(=O)(=O)O)F